CN(C1=CC=C(C=C1)C1=CC=C(C=C1)C(N(C(=O)C1CCCCC1)C=1C=C(C=NC1)/C=C/C(=O)OC)[2H])C methyl (E)-3-(5-(N-((4'-(dimethylamino)-[1,1'-biphenyl]-4-yl)methyl-d)cyclohexanecarboxamido)pyridin-3-yl)acrylate